5-(phenylazo)resorcin tert-Butyl-N-[(1R)-1-[[4-[1-(benzenesulfonyl)pyrrolo[2,3-b]pyridin-4-yl]-3-ethyl-phenyl]carbamoyl]-3-methyl-butyl]carbamate C(C)(C)(C)OC(N[C@H](CC(C)C)C(NC1=CC(=C(C=C1)C1=C2C(=NC=C1)N(C=C2)S(=O)(=O)C2=CC=CC=C2)CC)=O)=O.C2(=CC=CC=C2)N=NC=2C=C(C=C(O)C2)O